(1R,3S,5R)-5-methyl-N-(3-methyl-6-(trifluoromethyl)pyridin-2-yl)-2-azabicyclo[3.1.0]hexane-6,6-d2-3-carboxamide TFA salt OC(=O)C(F)(F)F.C[C@]12C[C@H](N[C@@H]2C1([2H])[2H])C(=O)NC1=NC(=CC=C1C)C(F)(F)F